CN(C1CCN(CC1)C1=C(C=C(C=C1)NC=1N=C(C2=C(N1)SC=C2C)NC2=C(C=CC=C2)P(C)(C)=O)OC)C (2-((2-((4-(4-(dimethylamino)piperidin-1-yl)-3-methoxyphenyl)amino)-5-methylthieno[2,3-d]pyrimidin-4-yl)amino)phenyl)dimethylphosphine oxide